N-[2-(3,3-difluoropyrrolidin-1-yl)-4-(2-pyridyl)-3-pyridyl]-2-isopropoxy-pyrimidine-5-carboxamide FC1(CN(CC1)C1=NC=CC(=C1NC(=O)C=1C=NC(=NC1)OC(C)C)C1=NC=CC=C1)F